(-)-citronellal CC(C)=CCC[C@H](C)CC=O